[2-methoxymethyl-anilino]methanesulfonate COCC1=C(NCS(=O)(=O)[O-])C=CC=C1